4-(2-Oxo-1,4-dihydro-2H-quinazolin-3-yl)-piperidine-1-carboxylic acid [1-(1H-indazol-ylmethyl)-2-oxo-2-piperazin-1-yl-ethyl]-amide N1(N=CC2=CC=CC=C12)CC(C(N1CCNCC1)=O)NC(=O)N1CCC(CC1)N1C(NC2=CC=CC=C2C1)=O